BrC=1C=C(OCC2=NNC(O2)=S)C=CC1 5-[(3-bromophenoxy)methyl]-1,3,4-oxadiazole-2(3H)-thione